[OH-].[PH4+].[PH4+].[OH-] (phosphonium) phosphonium hydroxide